(3-ethoxy-4-(7-oxo-6,7-dihydro-3H-[1,2,3]triazolo[4,5-d]pyrimidin-5-yl)phenyl)boronic acid C(C)OC=1C=C(C=CC1C=1NC(C2=C(N1)NN=N2)=O)B(O)O